2-{[(3R,4R)-1-acryloyl-4-cyclopropylpyrrolidin-3-yl]amino}-N-ethyl-5H-pyrrolo[2,3-b]pyrazine-7-carboxamide C(C=C)(=O)N1C[C@@H]([C@@H](C1)C1CC1)NC=1N=C2C(=NC1)NC=C2C(=O)NCC